C1(CC1)C=1N=NN(C1)[C@H](C(=O)N1[C@@H](C[C@H](C1)O)C(=O)N[C@H]1[C@@](C1)(C)OC(C)C)C(C)(C)C (2S,4R)-1-[(2S)-2-(4-cyclopropyltriazol-1-yl)-3,3-dimethyl-butanoyl]-4-hydroxy-N-[(1R,2S)-2-isopropoxy-2-methyl-cyclopropyl]pyrrolidine-2-carboxamide